FC1=C(C=C(C(=C1)C)F)NC(OCC=1C=C2C(N(CC2=CC1)C1C(NC(CC1)=O)=O)=O)=O (2-(2,6-dioxopiperidin-3-yl)-3-oxoisoindolin-5-yl)methyl (2,5-difluoro-4-methylphenyl)carbamate